isoxazolidin-3-yl-[1,1'-biphenyl]-3-carbonitrile O1NC(CC1)C1=C(C=CC=C1C#N)C1=CC=CC=C1